CC=1C=C2C=NN(C2=CC1)S(=O)(=O)C1=CC=C(C)C=C1 5-methyl-1-tosyl-1H-indazole